1-(tert-butyl) 3-ethyl 4-((tert-butyldimethylsilyl)oxy)-3-methylpyrrolidine-1,3-dicarboxylate [Si](C)(C)(C(C)(C)C)OC1C(CN(C1)C(=O)OC(C)(C)C)(C(=O)OCC)C